1-((5-(5-(difluoromethyl)-1,3,4-oxadiazol-2-yl)pyridin-2-yl)methyl)-6-fluoro-3-methyl-5-(4-methylpiperazin-1-yl)-1,3-dihydro-2H-benzo[d]imidazol-2-one FC(C1=NN=C(O1)C=1C=CC(=NC1)CN1C(N(C2=C1C=C(C(=C2)N2CCN(CC2)C)F)C)=O)F